C(C)(C)(C)OC(=O)N1[C@@H](C[C@@H](CC1)CC([2H])([2H])OS(=O)(=O)C1=CC=C(C)C=C1)C1=CC=CC=C1 |r| rac-(2s,4r)-2-phenyl-4-(2-(tosyloxy)ethyl-2,2-d2)piperidine-1-carboxylic acid tert-butyl ester